aminopyridine-4-carbaldehyde NC1=NC=CC(=C1)C=O